phenylpyridine iridium(III) [Ir+3].C1(=CC=CC=C1)C1=NC=CC=C1